tetrakistrimethylsiloxysilane C[Si](O[Si](O[Si](C)(C)C)(O[Si](C)(C)C)O[Si](C)(C)C)(C)C